O[C@H](C(=O)OC(C)C)CC(=O)OC(C)C diisopropyl (S)-2-hydroxysuccinate